C(C)(C)(C)OC(=O)N1[C@H]2CC(C[C@@H]1CC2)(C)C#N (1R,5S)-3-cyano-3-methyl-8-azabicyclo[3.2.1]octane-8-carboxylic acid tert-butyl ester